C1(CC1)N1C(NC2=C1C=CC=C2F)=O 1-CYCLOPROPYL-4-FLUORO-1H-BENZO[D]IMIDAZOLE-2(3H)-ONE